8-(1-(2,2-difluoroethyl)-1H-pyrazolo[3,4-b]pyrazin-6-yl)-7-methyl-2-(4-(trifluoromethyl)pyridin-2-yl)-2,8-diazaspiro[4.5]decan-3-one FC(CN1N=CC=2C1=NC(=CN2)N2C(CC1(CC(N(C1)C1=NC=CC(=C1)C(F)(F)F)=O)CC2)C)F